4-(4-methylpiperazin-1-yl)-N-(5-(1-(piperidin-4-yl)-1H-pyrazol-4-yl)-1H-pyrazolo[3,4-b]pyridin-3-yl)benzamide CN1CCN(CC1)C1=CC=C(C(=O)NC2=NNC3=NC=C(C=C32)C=3C=NN(C3)C3CCNCC3)C=C1